octyl 3,5-diamino-benzoate NC=1C=C(C(=O)OCCCCCCCC)C=C(C1)N